C(C1=CC=CC=C1)N1C=NC2=CC=C(C=C2C1=O)C1=CC=NN1 3-Benzyl-6-(1H-pyrazol-5-yl)quinazolin-4-one